CC(C)(C)[O-].C(C)[Al+2].CC(C)(C)[O-] ethyl-aluminum t-butoxide